1-[3-(1-hydroxyethyl)-6-[5-(1,2,4-triazin-3-ylamino)benzimidazol-1-yl]-2-pyridinyl]-5-methyl-pyrazole-3-carbonitrile OC(C)C=1C(=NC(=CC1)N1C=NC2=C1C=CC(=C2)NC=2N=NC=CN2)N2N=C(C=C2C)C#N